FC(C[C@@H](C(=O)NC1=NC=CC(=C1)C1=C(C=2C(N([C@H](CC2N1)C)C)=O)NC1=C(C=CC=C1)F)C1=CC=C(C=C1)F)F |&1:3| (2RS)-4,4-Difluoro-N-{4-[(6S)-3-(2-fluoroanilino)-5,6-dimethyl-4-oxo-4,5,6,7-tetrahydro-1H-pyrrolo[3,2-c]pyridin-2-yl]pyridin-2-yl}-2-(4-fluorophenyl)butanamid